(S)-methylpiperazine-1-carboxylic acid tert-butyl ester C(C)(C)(C)OC(=O)N1[C@H](CNCC1)C